1-(1-methyl-6-(1-(3-(1-((4-((5-(trifluoromethyl)pyrimidin-2-yl)amino)piperidin-1-yl)sulfonyl)piperidin-4-yl)propyl)piperidin-4-yl)-1H-indazol-3-yl)dihydropyrimidine-2,4(1H,3H)-dione CN1N=C(C2=CC=C(C=C12)C1CCN(CC1)CCCC1CCN(CC1)S(=O)(=O)N1CCC(CC1)NC1=NC=C(C=N1)C(F)(F)F)N1C(NC(CC1)=O)=O